1-((2-methylallyloxy)cyclopropyl)-2-trityl-2H-tetrazole CC(COC1(CC1)N1N(NN=C1)C(C1=CC=CC=C1)(C1=CC=CC=C1)C1=CC=CC=C1)=C